diisopropyl 2,3-dicyclohexyl-2-cyanosuccinate C1(CCCCC1)C(C(=O)OC(C)C)(C(C(=O)OC(C)C)C1CCCCC1)C#N